(3R,5'S)-5-chloro-2-oxospiro[indoline-3,3'-pyrrolidine]-5'-carboxamide hydrochloride Cl.ClC=1C=C2C(=CC1)NC([C@@]21CN[C@@H](C1)C(=O)N)=O